C(C)(C)OC1=C(C#N)C=C(C=C1)C1=NC=C(C=N1)C1=CC2=C(N(N=N2)C(C)C)C=C1 2-isopropoxy-5-(5-(1-isopropyl-1H-benzo[d][1,2,3]triazol-5-yl)pyrimidin-2-yl)benzonitrile